(2E)-4-[6-({bicyclo[1.1.1]pentan-1-yl}sulfamoyl)-2,4-dioxo-1H-quinazolin-3-yl]but-2-enoic acid C12(CC(C1)C2)NS(=O)(=O)C=2C=C1C(N(C(NC1=CC2)=O)C/C=C/C(=O)O)=O